C1(CCCCC1)C1=C(N=C2N1COC1=C2C=NC=C1)C1=CC=C(CN2CCC(CC2)NC2=NC(=NC=C2)C#N)C=C1 4-((1-(4-(3-Cyclohexyl-5H-imidazo[1,2-c]pyrido[3,4-e][1,3]oxazin-2-yl)benzyl)piperidin-4-yl)amino)pyrimidine-2-carbonitrile